6-(6-((3aR,6aS)-5-Methylhexahydropyrrolo[3,4-c]pyrrol-2(1H)-yl)pyridazin-3-yl)quinolin-7-ol CN1C[C@@H]2[C@H](C1)CN(C2)C2=CC=C(N=N2)C=2C=C1C=CC=NC1=CC2O